C(CCCCC)(=O)[O-].[Sn+4].C(CCCCC)(=O)[O-].C(CCCCC)(=O)[O-].C(CCCCC)(=O)[O-] tin caproate